2-(4-bromo-2,3-dichlorophenyl)-1,1,1,3,3,3-hexafluoropropan-2-ol BrC1=C(C(=C(C=C1)C(C(F)(F)F)(C(F)(F)F)O)Cl)Cl